F[C@@H]1[C@@H]([C@H]2CN[C@@]1(C2)C)N(C2=NN=C(S2)C2=C(C=C(C=C2)C2=NC(N(C=N2)C)=O)O)C 4-(4-(5-(((1R,4R,5R,6R)-6-fluoro-1-methyl-2-azabicyclo[2.2.1]heptan-5-yl)(methyl)amino)-1,3,4-thiadiazol-2-yl)-3-hydroxyphenyl)-1-methyl-1,3,5-triazin-2(1H)-one